rac-methyl (5aR,6R,6aS,7aS,7bR)-5a-(4-bromophenyl)-3-chloro-7b-hydroxy-6-phenyl-5a,7,7a,7b-tetrahydrocyclopropa[4',5']cyclopenta[1',2':4,5]furo[3,2-b]pyridine-6a(6H)-carboxylate BrC1=CC=C(C=C1)[C@]12[C@](C3=NC=C(C=C3O1)Cl)([C@@H]1[C@]([C@H]2C2=CC=CC=C2)(C1)C(=O)OC)O |r|